rac-2-{5-[(3-ethoxypyridin-2-yl)oxy]pyridin-3-yl}-N-[(3R,4S)-4-methylpiperidin-3-yl]pyrimidine-5-carboxamide, trifluoroacetate salt FC(C(=O)O)(F)F.C(C)OC=1C(=NC=CC1)OC=1C=C(C=NC1)C1=NC=C(C=N1)C(=O)N[C@H]1CNCC[C@@H]1C |r|